CN1N=NN=C1NC(C1=C(C=C(C=C1)C(F)(F)F)S(=O)(=O)C)=O N-(1-methyl-tetrazol-5-yl)-2-methanesulfonyl-4-trifluoromethylbenzoic acid amide